5-(isopentenylaminomethyl)-2-thiouridine C(CC(=C)C)NCC=1C(NC(N([C@H]2[C@H](O)[C@H](O)[C@@H](CO)O2)C1)=S)=O